2-(2-ethyl)ethynyl-phenol CCC#CC1=C(C=CC=C1)O